C(CCC)OC(CC1=C(C=CC=C1)C1OCC(CC1)(C)C)=O 2-(2-(5,5-Dimethyltetrahydro-2H-pyran-2-yl)phenyl)acetic acid butyl ester